2,2,2-trichloroethyl (2-(4-(hydroxymethyl)phenyl)acetoxy)carbamate OCC1=CC=C(C=C1)CC(=O)ONC(OCC(Cl)(Cl)Cl)=O